N-(4-(morpholine-4-carbonyl)phenyl)-4-nitro-1H-pyrazole-3-carboxamide N1(CCOCC1)C(=O)C1=CC=C(C=C1)NC(=O)C1=NNC=C1[N+](=O)[O-]